BrC1=CC=C(C=C1)NC(CC(C)(O)C)C 4-((4-bromophenyl)amino)-2-methylpentane-2-ol